methyl 3-thiocyanato-1H-indole-2-carboxylate S(C#N)C1=C(NC2=CC=CC=C12)C(=O)OC